C(C)(=O)N(C1=C(C=C(C=C1)C1=CC=C(C=N1)C(=O)NCC=1C=NC=CC1)C)CC(C)C 6-[4-[acetyl(isobutyl)amino]-3-methyl-phenyl]-N-(3-pyridylmethyl)pyridine-3-carboxamide